C(C1=CC=CC=C1)(=O)[O-].C(C(C)C)C1=CC=C(C=C1)[IH+] 4-isobutylphenyl-iodonium benzoate